FC1=C(C=C(C=C1)F)C(CF)C=1C=C2C(=NNC2=CC1)NC(C1=C(C=C(C=C1)N1CC(NC(C1)C)C)NC1CCOCC1)=O N-(5-(1-(2,5-difluorophenyl)-2-fluoroethyl)-1H-indazol-3-yl)-4-(3,5-dimethylpiperazin-1-yl)-2-((tetrahydro-2H-pyran-4-yl)amino)benzamide